N[C@H](C(=O)O)CCC1=NC(=NO1)C (S)-2-amino-4-(3-methyl-1,2,4-oxadiazol-5-yl)butyric acid